C(C1=CC=CC=C1)OCOCCCC(CC(CC(C)Br)C)C 8-bromo-4,6-dimethylnonyl benzyloxymethyl ether